N,N-dimethyl-3-[5-[(2R,5S)-5-methyl-2-piperidyl]-1,3-benzothiazol-2-yl]cyclobutanamine CN(C1CC(C1)C=1SC2=C(N1)C=C(C=C2)[C@@H]2NC[C@H](CC2)C)C